C1=NC2=C(N1[C@H]3[C@@H]([C@@H]([C@H](O3)COP(=O)(O)OP(=O)(CP(=O)(O)O)O)O)O)N=C(NC2=O)N The molecule is a nucleoside triphosphate analogue that is guanosine substituted at position 5' by a (beta,gamma-methylene)triphosphate group. It is a conjugate acid of a guanosine 5'-[beta,gamma-methylene]triphosphate(4-).